Cl.C1(CC1)C=1N=CC2=C(N1)CNC2 2-cyclopropyl-6,7-dihydro-5H-pyrrolo[3,4-d]pyrimidine HCl